potassium ((2-(1H-indol-3-yl)ethyl)dimethylammonio)methyl phosphate P(=O)(OC[N+](C)(C)CCC1=CNC2=CC=CC=C12)([O-])[O-].[K+]